O[C@@H]1[C@@H]2CN([C@H](C1)C2)C(=O)OCC2=CC=CC=C2 |&1:1| Benzyl (1S,4S,SR)-5-hydroxy-2-azabicyclo[2.2.1]heptane-2-carboxylate